6-Chloro-3-[[(1R)-1-[2-(6,7-dihydro-4H-pyrazolo[5,1-c]-[1,4]oxazin-3-yl)-3,6-dimethyl-4-oxo-chromen-8-yl]ethyl]amino]-N'-hydroxy-pyridine-2-carboxamidine ClC1=CC=C(C(=N1)C(=NO)N)N[C@H](C)C=1C=C(C=C2C(C(=C(OC12)C=1C=NN2C1COCC2)C)=O)C